N[C@@H]1C[C@H](CC1)NC1=NC=C(C(=N1)C1=CNC2=C(C(=CC=C12)C(=O)OC)Cl)C(F)(F)F Methyl 3-(2-(((1S,3S)-3-aminocyclopentyl)amino)-5-(trifluoromethyl)pyrimidin-4-yl)-7-chloro-1H-indole-6-carboxylate